4-methoxy-2-(2-(N-(4-methoxybenzyl)methylsulfonylamino)pyrimidin-4-yl)-2-methylbutanoic acid methyl ester COC(C(CCOC)(C)C1=NC(=NC=C1)NS(=O)(=O)CCC1=CC=C(C=C1)OC)=O